tert-butyl (2S,5R)-2-(benzyloxymethyl)-5-(hydroxymethyl)pyrrolidine-1-carboxylate C(C1=CC=CC=C1)OC[C@H]1N([C@H](CC1)CO)C(=O)OC(C)(C)C